(S)-5-(Azetidin-2-ylmethoxy)-N-(1-(7-(furan-3-yl)quinolin-5-yl)cyclopropyl)-2-methylbenzamide N1[C@@H](CC1)COC=1C=CC(=C(C(=O)NC2(CC2)C2=C3C=CC=NC3=CC(=C2)C2=COC=C2)C1)C